(2S)-2-[(tert-butoxycarbonyl)amino]hexyl (4-bromobenzyl)(2-thienylmethyl)carbamate BrC1=CC=C(CN(C(OC[C@H](CCCC)NC(=O)OC(C)(C)C)=O)CC=2SC=CC2)C=C1